4-(4-ethylpiperazin-1-yl)phenyl-amide C(C)N1CCN(CC1)C1=CC=C(C=C1)[NH-]